NC=1C=C(C(=O)C2=CC(=CC=C2)C(C2=CC(=CC=C2)N)=O)C=CC1 1,3-bis(3-aminobenzoyl)benzene